C(C)OC(=O)C=1N=COC1C=1N(N=C2C=CC=CC12)C.Cl.NCC(=O)C=1N(N=C2C=CC=CC12)C 2-amino-1-(2-methyl-2H-indazol-3-yl)ethanone hydrochloride ethyl-5-(2-methyl-2H-indazol-3-yl)-1,3-oxazole-4-carboxylate